N-(4-fluoro-3-methylphenyl)-1,2,4-trimethyl-5-(2-((5-methyl-1,3,4-oxadiazol-2-yl)amino)-2-oxoacetyl)-1H-pyrrole-3-carboxamide FC1=C(C=C(C=C1)NC(=O)C1=C(N(C(=C1C)C(C(=O)NC=1OC(=NN1)C)=O)C)C)C